4-{2-[2-(3,4-dihydronaphthalene-2-sulfonamido)phenyl]ethynyl}benzoic acid C1=C(CCC2=CC=CC=C12)S(=O)(=O)NC1=C(C=CC=C1)C#CC1=CC=C(C(=O)O)C=C1